FC(C=1C=C(C=NC1)OCC1CCN(CC1)C(=O)OC(C)(C)C)(F)F tert-butyl 4-(((5-(trifluoromethyl)pyridin-3-yl)oxy)methyl)piperidine-1-carboxylate